(R)-2-((2-Amino-7-(2-((4-methylpiperazin-1-yl)methyl)pyrimidin-5-yl)pyrido[3,2-d]pyrimidin-4-yl)amino)-2-methylhexan-1-ol NC=1N=C(C2=C(N1)C=C(C=N2)C=2C=NC(=NC2)CN2CCN(CC2)C)N[C@@](CO)(CCCC)C